1,1-Dioxido-2,3-dihydrothiophen-3-yl naphthalene-2-sulfonate C1=C(C=CC2=CC=CC=C12)S(=O)(=O)OC1CS(C=C1)(=O)=O